C(C1=CC=CC=C1)NC1=NC(=NC2=CC(=CC=C12)[C@@H]1[C@H]([C@@H]([C@H](O1)COP(=O)(O)CP(O)(O)=O)O)F)Cl [({[(2R,3R,4S,5R)-5-[4-(benzylamino)-2-chloroquinazolin-7-yl]-4-fluoro-3-hydroxyoxolan-2-yl]methoxy}(hydroxy)phosphoryl)methyl]phosphonic acid